sucrose dilinoleate CCCCC/C=C/C/C=C/CCCCCCCC(=O)O[C@]1([C@H]([C@@H]([C@H](O[C@@]1(OC(=O)CCCCCCC/C=C/C/C=C/CCCCC)OC2([C@H]([C@@H]([C@H](O2)CO)O)O)CO)CO)O)O)O